2-cyano-3-[4-fluoro-3-(2-[[(1R)-2-phenyl-1-[(1S,2S,6R,8S)-2,9,9-trimethyl-3,5-dioxa-4-boratricyclo[6.1.1.0^[2,6]]decan-4-yl]ethyl]carbamoyl]ethoxy)phenyl]-N,N-dimethylprop-2-enamide C(#N)C(C(=O)N(C)C)=CC1=CC(=C(C=C1)F)OCCC(N[C@@H](CC1=CC=CC=C1)B1O[C@]2([C@@H]3C([C@H](C[C@H]2O1)C3)(C)C)C)=O